3,3-difluoro-4-methoxyindol-2-one FC1(C(NC2=CC=CC(=C12)OC)=O)F